FC=1C=C(C=NC1)[C@H](CN[C@@H]1CC[C@H](CC1)NC(C)=O)O N-((trans)-4-(((R)-2-(5-Fluoropyridin-3-yl)-2-hydroxyethyl)amino)-cyclohexyl)acetamide